dipropargyl-ethynylaniline ethyl-4-(7-bromo-6-methyl-1,1-dioxobenzo[e][1,4,3]oxathiazin-2(3H)-yl)-3-fluorobenzoate C(C)OC(C1=CC(=C(C=C1)N1COC2=C(S1(=O)=O)C=C(C(=C2)C)Br)F)=O.C(C#C)C2=C(N(C#C)CC#C)C=CC=C2